(2R,3S)-3-((6-fluoro-2-(2-methoxy-7-methylquinoxalin-5-yl)thiazolo[5,4-b]pyridin-5-yl) oxy)butan-2-yl (6-(1-hydroxyethyl)pyridin-3-yl)carbamate OC(C)C1=CC=C(C=N1)NC(O[C@H](C)[C@H](C)OC1=C(C=C2C(=N1)SC(=N2)C2=C1N=CC(=NC1=CC(=C2)C)OC)F)=O